(S)-3-(benzo[d][1,3]dioxol-5-yl)-7-((S)-1-hydroxypropan-2-yl)-1-(1H-indol-3-yl)-6,7-dihydro-3H-oxazolo[3,4-a]pyrazine-5,8-dione O1COC2=C1C=CC(=C2)[C@@H]2OC(=C1N2C(CN(C1=O)[C@H](CO)C)=O)C1=CNC2=CC=CC=C12